C2-(2-chloroethoxy)ethanol ClCCOCCO